(1R,5R)-spiro[bicyclo[3.2.0]heptane-6,2'-[1,3]dioxolan]-3-one O1C2(OCC1)[C@@H]1CC(C[C@@H]1C2)=O